3-oxo-1-(trifluoromethyl)cyclobutanecarboxylic acid O=C1CC(C1)(C(=O)O)C(F)(F)F